2-(3-bromo-1-(3-chloro-2-pyridyl)-1H-5-pyrazolyl)-6-chloro-8-methyl-4H-benzo[d][1,3]oxazin-4-one BrC1=NN(C(=C1)C=1OC(C2=C(N1)C(=CC(=C2)Cl)C)=O)C2=NC=CC=C2Cl